(3aR,5s,6aS)-N-(6-chloro-pyridazin-3-yl)-2-(tetrahydro-pyran-4-ylmethyl)-3,3a,4,5,6,6a-hexahydro-1H-cyclopenta[c]pyrrol-5-amine ClC1=CC=C(N=N1)NC1C[C@@H]2[C@@H](CN(C2)CC2CCOCC2)C1